2-{4-[4-Chloro-2-(4-methyl-1,2,4-triazol-3-yl)phenyl]-6-cyclopropylpyridin-2-yl}-6-({[(1-hydroxycyclobutyl)methyl]amino}methyl)-3H-isoindol-1-one ClC1=CC(=C(C=C1)C1=CC(=NC(=C1)C1CC1)N1C(C2=CC(=CC=C2C1)CNCC1(CCC1)O)=O)C1=NN=CN1C